C[C@@H]1N(CCCC1)C1=C(N=CC=2N1N=C(N2)NC2CCN(CC2)S(=O)(=O)C)C=2C=NNC2 (S)-5-(2-Methylpiperidin-1-yl)-N-(1-(methylsulfonyl)piperidin-4-yl)-6-(1H-pyrazol-4-yl)-[1,2,4]triazolo[1,5-a]pyrazin-2-amine